2,4,6-tris(α-hydroxyisopropyl)phenol OC(C)(C)C1=C(C(=CC(=C1)C(C)(C)O)C(C)(C)O)O